Rac-4-(5-(piperidin-1-ylmethyl)-5,6-dihydro-1,4,2-dioxazin-3-yl)cyclohexane-1-amine N1(CCCCC1)C[C@H]1OC(=NOC1)C1CCC(CC1)N |r|